FC(S(=O)(=O)[O-])(F)F.FC1=CC=C(C=C1)[S+](C1=CC=C(C=C1)O)C1=CC=C(C=C1)F bis(4-fluorophenyl)-4-hydroxyphenylsulfonium trifluoromethanesulfonate